N-methylmethanaminium hexafluoro-phosphate F[P-](F)(F)(F)(F)F.C[NH2+]C